C1(CC1)C=1C(=NC=CC1)NC=1C=C2C=CNC2=CC1 N-(3-cyclopropylpyridin-2-yl)-1H-indol-5-amine